SC=1N(C(=CN1)CO)C[C@H]1OCC1 (S)-(2-mercapto-1-(oxetan-2-ylmethyl)-1H-imidazol-5-yl)methanol